CC1=NN(C(=C1)C)C[C@@H]1CC[C@H](CC1)C(=O)O trans-4-[(3,5-dimethylpyrazol-1-yl)methyl]cyclohexanecarboxylic acid